FC1=C(C(=CC=C1)F)C1=N[C@H](C2=NC(=NN2C=2SC=3O[C@H](COCC3C12)C)C)C (7S,15S)-9-(2,6-difluorophenyl)-4,7,15-trimethyl-13,16-dioxa-18-thia-2,3,5,8-tetraazatetracyclo[8.8.0.02,6.011,17]octadeca-1(10),3,5,8,11(17)-pentaene